di-tert-butoxydiacetoxysilane C(C)(C)(C)O[Si](OC(C)=O)(OC(C)=O)OC(C)(C)C